potassium hydrogen DL-malate C(C(O)CC(=O)[O-])(=O)O.[K+]